NC1=NC(=C(C=C1C=1C=C2C=CNC(C2=CC1)=O)Br)F 6-(2-amino-5-bromo-6-fluoropyridin-3-yl)isoquinolin-1(2H)-one